tert-Butyl 3,3-difluoro-2-(methyl(m-tolyl)carbamoyl)pyrrolidine-1-carboxylate FC1(C(N(CC1)C(=O)OC(C)(C)C)C(N(C=1C=C(C=CC1)C)C)=O)F